magnesium dilysinate salt N[C@@H](CCCCN)C(=O)[O-].N[C@@H](CCCCN)C(=O)[O-].[Mg+2]